C(C)(C)C1=C(N=CS1)C(=O)O 5-isopropylthiazole-4-carboxylic acid